ClC1=CC(=C(C=C1F)C=1C2=C(N=C(N1)[C@@H]1C[C@@H](OCC1)C=1C=NN(C1)C1CC1)N=C(S2)N(C)C)F 7-(4-chloro-2,5-difluoro-phenyl)-N,N-dimethyl-5-[(2R,4S)-2-(1-cyclopropylpyrazol-4-yl)tetrahydropyran-4-yl]thiazolo[4,5-d]pyrimidin-2-amine